C(C)(=O)C1=C(C2=C(N=C(N=C2)NC2=NC=C(C=C2)C2CCNCC2)N(C1=O)C1CCCC1)C 6-acetyl-8-cyclopentyl-5-methyl-2-((5-(piperidin-4-yl)pyridin-2-yl)amino)pyrido[2,3-d]pyrimidin-7(8H)-one